C(C)N(C(C1=C(C=CC(=C1)F)OC=1C(=NC=NC1)N1CC2(C1)CCN(CC2)C[C@H]2OC[C@@H](CC2)NC(=O)NCC)=O)C(C)C N-ethyl-2-((4-(7-(((2S,5R)-5-(3-ethylureido)tetrahydro-2H-pyran-2-yl)methyl)-2,7-diazaspiro[3.5]nonan-2-yl)pyrimidin-5-yl)oxy)-5-fluoro-N-isopropylbenzamide